2-chloro-5-(1-(2,6-dichloro-4-(perfluoropropan-2-yl)phenyl)-1H-pyrazol-4-yl)nicotinoyl chloride ClC1=C(C(=O)Cl)C=C(C=N1)C=1C=NN(C1)C1=C(C=C(C=C1Cl)C(C(F)(F)F)(C(F)(F)F)F)Cl